(pyridazin-3-yl)-1,2-dihydroquinoline-6-sulfonamide N1=NC(=CC=C1)N1CC=CC2=CC(=CC=C12)S(=O)(=O)N